5-tert-butyl-1-pivaloyl-indole C(C)(C)(C)C=1C=C2C=CN(C2=CC1)C(C(C)(C)C)=O